methyl 3-bromo-5-(1-methylcyclopropyl)-4-oxo-4,5-dihydro-1H-pyrrolo[3,2-c]pyridine-7-carboxylate BrC1=CNC2=C1C(N(C=C2C(=O)OC)C2(CC2)C)=O